Methyl 4-hydroxy-2-methyl-6-(methylamino)quinazoline-7-carboxylate OC1=NC(=NC2=CC(=C(C=C12)NC)C(=O)OC)C